(R,S)-tert-butyl(1-oxo-1-(4-(3-(trifluoromethyl)phenyl)piperazin-1-yl)propan-2-yl) carbamate C(N)(O[C@@H](C(N1CCN(CC1)C1=CC(=CC=C1)C(F)(F)F)=O)CC(C)(C)C)=O